C(C)C=1C=C(OC2=CC(=CC(=C2)OC2=CC(=C(C=C2)N)CC)OC2=CC(=C(C=C2)N)CC)C=CC1N 1,3,5-tri(3-ethyl-4-aminophenoxy)benzen